(+)-(aminosilane) N[SiH3]